2,5-Dichloro-6-(2-fluoro-6-methoxyphenyl)nicotinic acid methyl ester COC(C1=C(N=C(C(=C1)Cl)C1=C(C=CC=C1OC)F)Cl)=O